4,5-dicyano-2-pentafluoroethylimidazolide C(#N)C=1N=C([N-]C1C#N)C(C(F)(F)F)(F)F